C1(CC1)C=1N=CC(=NC1)CNC(=O)C1=C(C2=C(CC(C3=CN(N=C23)C[C@@H]2OCCOC2)C)O1)C(F)(F)F N-[(5-cyclopropylpyrazin-2-yl)methyl]-2-{[(2S)-1,4-dioxan-2-yl]methyl}-4-methyl-8-(trifluoromethyl)-4,5-dihydro-2H-furo[2,3-g]indazole-7-carboxamide